(2S,6S)-2-amino-2-(2-fluoro-3-(trifluoromethoxy)phenyl)-6-hydroxycyclohexane-1-one hydrochloride Cl.N[C@]1(C([C@H](CCC1)O)=O)C1=C(C(=CC=C1)OC(F)(F)F)F